S1C=NC2=C1C=CC(=C2)[C@H]2COC[C@H](N2C(C(=O)OCC)=O)C ethyl 2-((3S,5R)-3-(benzo[d]thiazol-5-yl)-5-methylmorpholino)-2-oxoacetate